3-(piperidin-3-yl)oxetan-3-amine N1CC(CCC1)C1(COC1)N